C(C1=CC=CC=C1)OC(=O)C1=C(C2=C(S1)C=CC(=C2)[C@H](F)P(=O)(OCC)OCC)CC2=CC=CC=C2 |o1:19| benzyl-(R) or (S)-5-((diethoxyphosphoryl)fluoromethyl)benzo[b]thiophene-2-carboxylic acid benzyl ester